ClC1=CC(=C(C=C1)C(C(=O)O)NC1=CC(=CC(=C1)OC)OCCO)OC 2-(4-chloro-2-methoxyphenyl)-2-((3-(2-hydroxyethoxy)-5-methoxyphenyl)amino)acetic acid